6-(3,5-dimethylisoxazol-4-yl)-1-(4-fluorobenzyl)-1H-pyrrolo[2,3-b]pyridin-4-amine CC1=NOC(=C1C=1C=C(C2=C(N1)N(C=C2)CC2=CC=C(C=C2)F)N)C